hexahydroindolizine-3,7-dione C1CC(N2CCC(CC12)=O)=O